CN(CC(=O)O)C(C1=CC=C(C=C1)OC1=CC=C(C=C1)C(F)F)=O.S1C(=CC=C1)S(=O)(=O)N1CCCC2=CC(=CC=C12)NS(=O)(=O)CCCC N-(1-(thien-2-ylsulfonyl)-1,2,3,4-tetrahydroquinolin-6-yl)butane-1-sulfonamide methyl-(4-(4-(difluoromethyl)phenoxy)benzoyl)glycinate